3-CHLORO-5-PHENYL-5H-PYRAZOLO[4,3-C]PYRIDINE-7-CARBALDEHYDE ClC1=NN=C2C1=CN(C=C2C=O)C2=CC=CC=C2